COC(C(C)(C)N[C@@H]1CC[C@H](CC1)CCCOC1C[C@H](N([C@H](C1)C)C(=O)OC(C)(C)C)C)=O (2r,4r,6s)-tert-butyl 4-(3-((trans)-4-((1-methoxy-2-methyl-1-oxopropan-2-yl) amino) cyclohexyl) propoxy)-2,6-dimethylpiperidine-1-carboxylate